COC=1C=C2C=C(N(C2=CC1)C(=O)OC(C)(C)C)C(=O)OC 1-(tert-butyl) 2-methyl 5-methoxy-1H-indole-1,2-dicarboxylate